C(C1=CC=CC=C1)OC(=O)NCCCCC1=CC=C(C=C1)C1=CC=C(C=C1)CCCC(=O)OCC ethyl 4-(4'-(4-(((benzyloxy)carbonyl)amino)butyl)-[1,1'-biphenyl]-4-yl)butanoate